ethyl 2-methyl-5-(phenylthio)benzofuran-3-carboxylate CC=1OC2=C(C1C(=O)OCC)C=C(C=C2)SC2=CC=CC=C2